BrC1=CC(=C(C(=C1)C)N(C(C)=O)C)C N-(4-bromo-2,6-dimethylphenyl)-N-methylacetamide